Cl.FC(C1=NN=C2N1CCNC2)(F)F 3-trifluoromethyl-1,2,4-triazolo[4,3-a]piperazine hydrochloride